2-methyl-4-isothiazolin-3-one hydrochloride salt Cl.CN1SC=CC1=O